8-amino-N-[3-(acetamido-methyl)bicyclo[1.1.1]pentan-1-yl]-6-(4-fluorophenyl)-5-{3-methylimidazo[1,2-a]pyridin-6-yl}imidazo[1,2-a]pyrazine-2-carboxamide NC=1C=2N(C(=C(N1)C1=CC=C(C=C1)F)C=1C=CC=3N(C1)C(=CN3)C)C=C(N2)C(=O)NC23CC(C2)(C3)CNC(C)=O